(S)-3-(benzyloxy)-2-hydroxypropyl palmitate C(CCCCCCCCCCCCCCC)(=O)OC[C@H](COCC1=CC=CC=C1)O